CN(C1(CC=CC=C1)N=NC1=NC=CC=C1)C 2-(1-dimethylaminophenylazo)pyridine